COC=1C=C(C2=CC=CC=C2C1)C1(CC1)NC(=O)C=1C=C(OCCNC(OC(C)(C)C)=O)C=CC1C tert-butyl (2-(3-((1-(3-methoxynaphthalen-1-yl)cyclopropyl) carbamoyl)-4-methyl phenoxy)ethyl)carbamate